NC=1C(=CC(=C(C1)C1=CC2=C(N=C(N=C2)NC)N2C1=NCC2)Br)F 6-(5-amino-2-bromo-4-fluorophenyl)-N-methyl-8,9-dihydroimidazo[1',2':1,6]pyrido[2,3-d]pyrimidin-2-amine